OC1=C(C(=O)[O-])C=CC=C1.[Li+] lithium hydroxybenzoate